[Na+].N1(CCOCC1)C1C(CCC1)CS(=O)(=O)[O-] (2-Morpholinylcyclopentyl)methanesulfonic acid sodium salt